(S)-N'-((5-(2-methoxypyridin-4-yl)-2-(trifluoromethyl)pyrimidin-4-yl)carbamoyl)-6,6-dimethyl-6,7-dihydro-5H-pyrazolo[5,1-b][1,3]oxazine-3-sulfonimidamide COC1=NC=CC(=C1)C=1C(=NC(=NC1)C(F)(F)F)NC(=O)N=[S@@](=O)(N)C=1C=NN2C1OCC(C2)(C)C